C(C)CC(CC(=O)[O-])=O.C(C)CC(CC(=O)[O-])=O.C(C)CC(CC(=O)[O-])=O.C(C)(C)O[Ti+3] mono-isopropoxytitanium tris(ethylacetoacetate)